CC=1N=C2N(C=C(C=C2C)C=2N=C3N(N=C(C=C3)C3CCNCC3)CC2)C1 2-(2,8-dimethylimidazo[1,2-a]pyridin-6-yl)-7-(piperidin-4-yl)-4H-pyrimido[1,2-b]pyridazin